9,10-dihydro-1H-2,4,8,10a-tetraazanaphtho[2,1,8-cde]azulene-8(2H)-carboxylate C1NC2=C3C4=C(N(CCN13)C(=O)[O-])C=CC=C4N=C2